C(CCCCC)OC(C(=O)NCC)CC hexyloxy-N-ethylbutaneamide